4-(4-((1-cyclopropylpiperidin-4-yl)amino)-6-methoxy-7-(3-(pyrrolidin-1-yl)propoxy)quinazolin-2-yl)thiomorpholine 1,1-dioxide C1(CC1)N1CCC(CC1)NC1=NC(=NC2=CC(=C(C=C12)OC)OCCCN1CCCC1)N1CCS(CC1)(=O)=O